OCCN1N=C(C=C1)CN1C(C2=CC=C(C=C2C=N1)S(=O)(=O)C1=CC=CC=C1)=O 2-((1-(2-hydroxyethyl)-1H-pyrazol-3-yl)methyl)-6-(phenylsulfonyl)phthalazin-1(2H)-one